C(C(=O)[C@@H](O)[C@H](O)[C@H](O)CO)N[C@@H](CCC(=O)O)C(=O)O N-(1-deoxy-D-fructose-1-yl)-L-glutamic acid